FC1(CC(CC1)C(C(=O)NC1=NC=CC(=C1)C(F)(F)F)C1=CC=C(C=C1)C=1N=NN(N1)C)F 2-(3,3-Difluorocyclopentyl)-2-(4-(2-methyl-2H-tetrazol-5-yl)phenyl)-N-(4-(trifluoromethyl)pyridin-2-yl)acetamide